5-(difluoromethyl)-3-(6-((6-(oxetan-3-yl)-5,6,7,8-tetrahydro-1,6-naphthyridin-2-yl)methoxy)-[1,2,4]triazolo[4,3-b]pyridazin-3-yl)isoxazole FC(C1=CC(=NO1)C1=NN=C2N1N=C(C=C2)OCC2=NC=1CCN(CC1C=C2)C2COC2)F